C1(CCC1)[C@H]1C(N(CC(N1CC1=CC=C(C=C1)C(F)(F)F)=O)C1=C(C=C(C#N)C=C1)F)=O (S)-4-(3-cyclobutyl-2,5-dioxo-4-(4-(trifluoromethyl)benzyl)piperazin-1-yl)-3-fluorobenzonitrile